6-benzyl-1,3-di(piperazin-1-yl)-5,6,7,8-tetrahydro-2,6-naphthyridine-4-carbonitrile Hydrochloride Cl.C(C1=CC=CC=C1)N1CC=2C(=C(N=C(C2CC1)N1CCNCC1)N1CCNCC1)C#N